N-(nitrophenyl)thiophosphoric triamide [N+](=O)([O-])C1=C(C=CC=C1)NP(N)(N)=S